(RS)-l-p-chlorophenyl-4,4-dimethyl-3-(1H-1,2,4-triazol-1-ylmethyl)pentan-3-ol ClC1=CC=C(C=C1)CC[C@](C(C)(C)C)(O)CN1N=CN=C1 |r|